1-[(2R,4S)-4-[4-Amino-5-[2-(6-chloro-1-cyclopropyl-1,3-benzodiazol-5-yl)ethynyl]pyrrolo[2,3-d]pyrimidin-7-yl]-2-(methoxymethyl)pyrrolidin-1-yl]prop-2-en-1-one NC=1C2=C(N=CN1)N(C=C2C#CC2=CC1=C(N(C=N1)C1CC1)C=C2Cl)[C@H]2C[C@@H](N(C2)C(C=C)=O)COC